N-[[6-[2-(1,4-dimethyl-4-piperidyl)acetyl]-6-azaspiro[2.5]octan-2-yl]methyl]-1,3-dihydropyrrolo[3,4-c]pyridine-2-carboxamide CN1CCC(CC1)(C)CC(=O)N1CCC2(C(C2)CNC(=O)N2CC=3C=NC=CC3C2)CC1